C(C(=C)C)(=O)OC1=C(C(=O)[O-])C=CC=C1 2-(methacryloxy)benzoate